5-(4-aminobenzylidene)-2,2-dimethyl-1-(1H-1,2,4-triazol-1-ylmethyl)cyclopentanol NC1=CC=C(C=C2CCC(C2(O)CN2N=CN=C2)(C)C)C=C1